methyl-allyl disulphide CSSCC=C